(E)-5,5-dimethyl-2-[p-(2-pyrimidinyloxy)benzoylamino]-3-hexenoic acid CC(/C=C/C(C(=O)O)NC(C1=CC=C(C=C1)OC1=NC=CC=N1)=O)(C)C